(2R,3R,4S,5S)-2-(4-Amino-5-(pyrimidin-5-ylethynyl)-7H-pyrrolo[2,3-d]pyrimidin-7-yl)-5-((((5-(benzo[d][1,3]dioxol-5-yl)-3-methylisoxazol-4-yl)methyl)thio)methyl)tetrahydrofuran-3,4-diol NC=1C2=C(N=CN1)N(C=C2C#CC=2C=NC=NC2)[C@@H]2O[C@@H]([C@H]([C@H]2O)O)CSCC=2C(=NOC2C2=CC1=C(OCO1)C=C2)C